(5E,7Z)-dodeca-5,7-dien-1-yl acetate C(C)(=O)OCCCC\C=C\C=C/CCCC